C(C)C=1N(C2=CC(=CC=C2C1CC1CCC(CC1)OC1CCOCC1)F)C(=O)N1CCC(CC1)(C(=O)O)C1=CC=C(C=C1)F 1-(2-ethyl-6-fluoro-3-(((1R,4R)-4-((tetrahydro-2H-pyran-4-yl)oxy)cyclohexyl)methyl)-1H-indole-1-carbonyl)-4-(4-fluorophenyl)piperidine-4-carboxylic acid